C12C(C=CC3=CC=CC=C13)S2 Naphthalene-sulphide